C(C)(C)(C)OC(=O)N1C2CC(C1CN1C(C3=CC=CC=C3C1=O)=O)C2 3-((1,3-dioxoisoindolin-2-yl)methyl)-2-azabicyclo[2.1.1]hexane-2-carboxylic acid tert-butyl ester